Butyl (1-(6-chloropyrido[2,3-b]pyrazin-2-yl)-4-methylpiperidin-4-yl)carbamate ClC=1C=CC=2C(=NC=C(N2)N2CCC(CC2)(C)NC(OCCCC)=O)N1